FC1=CC(=CC2=C3N(N=C12)CCCC3)C=3N=C1N(C(C3C)=O)C=C(C=C1C(C)NC1=C(C(=O)O)C=CC=C1)C 2-((1-(2-(4-fluoro-7,8,9,10-tetrahydropyrido[1,2-b]indazol-2-yl)-3,7-dimethyl-4-oxo-4H-pyrido[1,2-a]pyrimidin-9-yl)ethyl)amino)benzoic acid